7-bromo-2-methyl-4-[{6-(trifluoromethyl)pyridin-3-yl}oxy]benzo[d]thiazole BrC1=CC=C(C=2N=C(SC21)C)OC=2C=NC(=CC2)C(F)(F)F